CN1N=NC(=C1C1CC(C=2C=CC=3C4=C(N(C3C21)C(C2CCOCC2)C2=CC=CC=C2)C=CC=N4)=O)C (1,4-dimethyl-1H-1,2,3-triazol-5-yl)-10-(phenyl-(tetrahydro-2H-pyran-4-yl)methyl)-1,10-dihydro-cyclopenta[g]pyrido[3,2-b]indol-3(2H)-one